(R)-3-propyl-6,6a,7,8,9,10-hexahydro-5H-pyrazino[1,2-a][1,8]naphthyridine C(CC)C1=CC=2CC[C@H]3N(C2N=C1)CCNC3